FC=1C=CC(=NC1C(C)(C)O)N1N(C(C=2C1=NC(=NC2)NC=2C=C1CCN(CC1=CC2)C(CO)=O)=O)C(C)C (5-fluoro-6-(2-hydroxypropan-2-yl)pyridin-2-yl)-6-(2-(2-hydroxyacetyl)-1,2,3,4-tetrahydroisoquinolin-6-ylamino)-2-isopropyl-1H-pyrazolo[3,4-d]pyrimidin-3(2H)-one